C(C)(=O)ON=C(N)C1=CC=C2C=C(N(C2=C1)CC1=CC2=CC=CC=C2C=C1)C(=O)NC1CCC(CC1)NC(OC(C)(C)C)=O tert-butyl ((1r,4r)-4-(6-(N'-acetoxycarbamimidoyl)-1-(naphthalen-2-ylmethyl)-1H-indole-2-carboxamido)cyclohexyl)carbamate